Cl.C1(CC1)C1=CC=C(C=C1)NC(=O)[C@@H]1NC[C@H](C1)F (2R,4S)-N-(4-cyclopropylphenyl)-4-fluoropyrrolidine-2-carboxamide hydrochloride